2-(benzyl-(2-hydroxyethyl)amino)-1-(4-(2-(2,6-dimethylpyridin-4-yl)-3-isopropyl-1H-indol-5-yl)piperidin-1-yl)ethan-1-one C(C1=CC=CC=C1)N(CC(=O)N1CCC(CC1)C=1C=C2C(=C(NC2=CC1)C1=CC(=NC(=C1)C)C)C(C)C)CCO